N-(2-(tert-butylamino)-1-(naphthalen-2-yl)-2-oxoethyl)-2-ethynyl-N-(4-(oxazol-5-yl)phenyl)thiazole-4-carboxamide C(C)(C)(C)NC(C(C1=CC2=CC=CC=C2C=C1)N(C(=O)C=1N=C(SC1)C#C)C1=CC=C(C=C1)C1=CN=CO1)=O